C(=O)O.C(C)(C)C1=CN=C2N1C=C(N=C2N[C@@H](C)C2=CC=CC=C2)SC2CNCCC2 3-isopropyl-N-((S)-1-phenylethyl)-6-(piperidin-3-ylthio)imidazo[1,2-a]pyrazin-8-amine formate salt